FC(C1=C(CNC(C2=CC=CC=C2)=O)C=CC=C1)(F)F N-(2-(Trifluoromethyl)benzyl)benzamid